(S)-N-((S)-1-cyano-2-(2-fluoro-4-(1'-methyl-2-oxospiro[indoline-3,4'-piperidin]-5-yl)phenyl)ethyl)-1,4-oxazepane-2-carboxamide C(#N)[C@H](CC1=C(C=C(C=C1)C=1C=C2C(=CC1)NC(C21CCN(CC1)C)=O)F)NC(=O)[C@H]1OCCCNC1